ClC1=C2C(=NNC2=C(C=C1)N1C[C@H](CCC1)C1=CC=C(C=C1)N1CCC(CC1)C(OCCCC)OCCCC)C#N 4-Chloro-7-[(3R)-3-{4-[4-(dibutoxymethyl)piperidin-1-yl]phenyl}piperidin-1-yl]-1H-indazole-3-carbonitrile